F\C=C/1\[C@@](CN(CC1)C([2H])([2H])[2H])(C(=O)OC)C Methyl (S,E)-4-(fluoromethylene)-3-methyl-1-(methyl-d3)piperidine-3-carboxylate